N(=[N+]=[N-])C1CCC(CC1)CN1CCC(CC1)CC(=O)NC1=CC=C(C=C1)C1C(NC(CC1)=O)=O 2-[1-[(4-Azidocyclohexyl)methyl]-4-piperidyl]-N-[4-(2,6-dioxo-3-piperidyl)phenyl]acetamide